2-(5-fluoro-2-(trifluoromethoxy)phenyl)-4,4,5,5-tetramethyl-1,3,2-dioxaborolane FC=1C=CC(=C(C1)B1OC(C(O1)(C)C)(C)C)OC(F)(F)F